CN1N=CC(=C1)C1=NC=C(C=N1)C#N 2-(1-methyl-1H-pyrazol-4-yl)pyrimidine-5-carbonitrile